C(C1=CN=CC=C1)(=O)NC1=CC=C(OC2CN(C2)C=2C(=C(C(=O)O)C=CC2)N2C=CC=C2)C=C1 3-(3-(4-(nicotinamido)phenoxy)azetidin-1-yl)-2-(1H-pyrrol-1-yl)benzoic acid